2-(6-(2-(3-methylbenzylidene)hydrazinyl)-2-morpholino-9H-purin-9-yl)-1-(3-(trifluoromethoxy)phenyl)ethan-1-one CC=1C=C(C=NNC2=C3N=CN(C3=NC(=N2)N2CCOCC2)CC(=O)C2=CC(=CC=C2)OC(F)(F)F)C=CC1